N-[3-(benzylsulfonyloxy)phenyl]-N'-[4-(benzylsulfonyloxy)phenyl]urea C(C1=CC=CC=C1)S(=O)(=O)OC=1C=C(C=CC1)NC(=O)NC1=CC=C(C=C1)OS(=O)(=O)CC1=CC=CC=C1